CC1([C@@H]2[C@H](CN1S(=O)(=O)C)CN(C2)C2=C(C=CC=1N2C=NC1)C(F)(F)F)C |r| racemic-5-((3ar,6as)-4,4-dimethyl-5-(methylsulfonyl)hexahydropyrrolo[3,4-c]pyrrol-2(1H)-yl)-6-(trifluoromethyl)imidazo[1,5-a]pyridine